benzylcyclobutanamine C(C1=CC=CC=C1)C1(CCC1)N